(14Z,17Z)-N,N-dimethyl-tricosane-14,17-dien-4-amine CN(C(CCC)CCCCCCCCC\C=C/C\C=C/CCCCC)C